FC(C(=O)O)(F)F.CNC(=O)C=1C=NC=NC1 N-methylpyrimidine-5-carboxamide trifluoroacetic acid salt